2-(6-(6-((cis)-2,6-dimethylmorpholino)pyridin-2-yl)isoquinolin-3-yl)-N-((3R,6S)-6-methyl-1-(methylsulfonyl)piperidin-3-yl)acetamide C[C@@H]1O[C@@H](CN(C1)C1=CC=CC(=N1)C=1C=C2C=C(N=CC2=CC1)CC(=O)N[C@H]1CN([C@H](CC1)C)S(=O)(=O)C)C